3-amino-N-(3-(4-amino-4-methylpiperidin-1-yl)pyridin-2-yl)-6-(2-morpholinoquinazolin-4-yl)pyrazine-2-carboxamide NC=1C(=NC(=CN1)C1=NC(=NC2=CC=CC=C12)N1CCOCC1)C(=O)NC1=NC=CC=C1N1CCC(CC1)(C)N